OC1=C(C=CC(=C1)N)C=1NC2=C(N1)C=CC(=C2)N 2-(2-hydroxyl-4-aminophenyl)-5-aminobenzimidazole